NCCCCCCC=1C2=CN(N=C2C=C(C1NC=1N(C(N(C(N1)=O)C1=C(C(=O)O)C=CN=C1)=O)CC1=CC(=C(C(=C1)F)F)F)Cl)C 3-(4-((4-(6-aminohexyl)-6-chloro-2-methyl-2H-indazol-5-yl)amino)-2,6-dioxo-3-(3,4,5-trifluorobenzyl)-3,6-dihydro-1,3,5-triazin-1(2H)-yl)isonicotinic acid